ClC1=C(C=C(C(=O)N2CC=3NC(N(C(C3C[C@H]2C)=O)C2=C(N=C(N2C)C(=O)OCC)C)=S)C=C1)C(F)(F)F (R)-ethyl 5-(7-(4-chloro-3-(trifluoromethyl) benzoyl)-6-methyl-4-oxo-2-thioxo-1,2,5,6,7,8-hexahydropyrido[3,4-d]pyrimidin-3(4H)-yl)-1,4-dimethyl-1H-imidazole-2-carboxylate